CCN(CC)C1=CC2=C(C=C1)C=C(C(=O)O2)/C=C/C3=C(C=[N+](C=C3)CCCCCC(=O)O)S(=O)(=O)[O-] The molecule is an iminium betaine that consists of 4-{2-[7-(diethylamino)-2-oxo-2H-chromen-3-yl]ethenyl}pyridine-3-sulfonate carryiing a 5-carboxypentyl substituent on the pyridine nitrogen. It has a role as a fluorochrome. It is an iminium betaine and an aminochromene.